FC1=C2C(CN(C(C2=CN=C1NC1CN(C1)C(=O)N1[C@@H]2CO[C@H](C1)C2)=O)C2=NC=C(C=C2)CO)C 5-fluoro-2-[5-(hydroxymethyl)pyridin-2-yl]4-methyl-6-({1-[(1S-4S)-2-oxa5-azabicyclo[2.2.1]heptane-5-carbonyl]azetidin-3-yl}amino)-3,4-dihydro-2,7-naphthyridin-1(2H)-one